FC(C1=CC=C(C=N1)NC=1C=CC(=NC1)C1=CC=C(C=C1)C1CCCCC1)(F)F trans-4-(4-(5-((6-(trifluoromethyl)pyridin-3-yl)amino)pyridin-2-yl)phenyl)cyclohexane